8-chloro-3-(5-(difluoromethyl)-1,3,4-thiadiazol-2-yl)-N-(1-(fluoromethyl)cyclopropyl)-1-(1,2,3,6-tetrahydropyridin-4-yl)indolizine-6-sulfonamide ClC1=CC(=CN2C(=CC(=C12)C=1CCNCC1)C=1SC(=NN1)C(F)F)S(=O)(=O)NC1(CC1)CF